(±)-cis-N1-(8-amino-6-(4-methylpyridin-3-yl)-2,7-naphthyridin-3-yl)-N2,N2-bisMethylcyclopropane-1,2-dicarboxamide NC=1N=C(C=C2C=C(N=CC12)NC(=O)[C@H]1[C@H](C1)C(=O)N(C)C)C=1C=NC=CC1C |r|